ClC=1C(=CC(=C(NC)C1)F)F 5-Chloro-2,4-difluoro-N-methylaniline